8-(2,2-Dimethylpropyl)-2-({(1S)-1-[3-fluoro-4-(hydroxymethyl)phenyl]ethyl}amino)pyrido[2,3-d]pyrimidin-7(8H)-on CC(CN1C(C=CC2=C1N=C(N=C2)N[C@@H](C)C2=CC(=C(C=C2)CO)F)=O)(C)C